sodium N,N-diethyldithiocarbamate tri-hydrate O.O.O.C(C)N(C([S-])=S)CC.[Na+]